C(#N)C(NC(=O)[C@H]1N(CC2(CC2)C1)C([C@H](C(C)(C)C)NC(=O)C1(CC1)C#N)=O)C1=CN=CC2=CC=CC=C12 (6S)-N-(cyano(isoquinolin-4-yl)methyl)-5-((S)-2-(1-cyanocyclopropane-1-carboxamido)-3,3-dimethylbutyryl)-5-azaspiro[2.4]heptane-6-carboxamide